Cl.ClC=1C=C(C=CC1F)[C@H](N)C1=CC=C(C=C1)C(F)(F)F |o1:9| (R or S)-(3-chloro-4-fluorophenyl)(4-(trifluoro-methyl)phenyl)methanamine hydrochloride